ethyl 4-bromo-2-formyl-1-((2-(trimethylsilyl) ethoxy) methyl)-1H-pyrrole-3-carboxylate BrC=1C(=C(N(C1)COCC[Si](C)(C)C)C=O)C(=O)OCC